CC1=CC(=NC(=N1)N1CCNCC1)N1C[C@@H](CC1)NC(OC(C)(C)C)=O (R)-tert-butyl (1-(6-methyl-2-(piperazin-1-yl)pyrimidin-4-yl)pyrrolidin-3-yl)carbamate